NC=1N=C(SC1C(C1=CC=C(C=C1)OCC(=O)N(C1=CC(=CC=C1)C)C)=O)N(C1=CC=C(C=C1)F)C(C(=O)N)C (N-[4-amino-5-[4-[2-(N,3-dimethylanilino)-2-oxo-ethoxy]benzoyl]thiazol-2-yl]-4-fluoro-anilino)propionamide